2-azido-epsilon-caprolactone N(=[N+]=[N-])C1C(=O)OCCCC1